(S)-5-((3-(ethoxymethyl)-3-phenethyl-pyrrolidin-1-yl)methyl)-2-methylpyridine C(C)OC[C@@]1(CN(CC1)CC=1C=CC(=NC1)C)CCC1=CC=CC=C1